methyl (S)-2-aminopentanoate N[C@H](C(=O)OC)CCC